tert-butyl 4-methyl 5-(2-(4-cyanophenyl)butanamido)-3-methylthiophene-2,4-dicarboxylate C(#N)C1=CC=C(C=C1)C(C(=O)NC1=C(C(=C(S1)C(=O)OC(C)(C)C)C)C(=O)OC)CC